2-isoPropenyl-2-oxazoline C(=C)(C)C=1OCCN1